Cl.NC\C=C(\CN1C(=NC2=C1C=C(C=C2C2=CC=C(C=C2)S(N(C)C)(=O)=O)C(=O)N(C)C)C)/F (Z)-1-(4-amino-2-fluoro-but-2-en-1-yl)-4-(4-(N,N-dimethylsulfamoyl)phenyl)-N,N,2-trimethyl-1H-benzo[d]imidazole-6-carboxamide hydrochloride